1-fluoro-2-isothiocyanatobenzene FC1=C(C=CC=C1)N=C=S